C(#C)C=1C=CC=C2C=C(C=C(C12)C1=C(C=2N=C(N=C(C2C=N1)N1CC2CC(C(C1)O2)O)OC[C@]21CCCN1C[C@@H](C2)F)F)O 3-[7-(8-ethynyl-3-hydroxynaphthalen-1-yl)-8-fluoro-2-{[(2R,7aS)-2-fluorotetrahydro-1H-pyrrolizin-7a(5H)-yl]methoxy}pyrido[4,3-d]pyrimidin-4-yl]-8-oxa-3-azabicyclo[3.2.1]octan-6-ol